ClC1=C(C=CC=C1NS(NC(NC1=CC=CC=C1)=O)(=O)=O)SC=1N=CC(=NC1)N1CCC2([C@@H]([C@@H](OC2)C)N)CC1 ((3S,4S)-8-(5-((2-chloro-3-((N-(phenylcarbamoyl)sulfamoyl)amino)phenyl)thio)-pyrazin-2-yl)-3-methyl-2-oxa-8-azaspiro[4.5]decan-4-yl)amine